SCSCS bis(mercaptomethyl) Sulfide